CN1N=CC(=C1)C=1C=NC=2N(C1)N=CC2C=2CCN(CC2)C(=O)OC(C)(C)C tert-butyl 4-(6-(1-methyl-1H-pyrazol-4-yl)pyrazolo[1,5-a]pyrimidin-3-yl)-3,6-dihydropyridine-1(2H)-carboxylate